CNC[C@@H](C1=CC(=CC=C1)O)O The molecule is a member of the class of the class of phenylethanolamines that is (1R)-2-(methylamino)-1-phenylethan-1-ol carrying an additional hydroxy substituent at position 3 on the phenyl ring. It has a role as an alpha-adrenergic agonist, a cardiotonic drug, a mydriatic agent, a protective agent, a vasoconstrictor agent, a sympathomimetic agent and a nasal decongestant. It is a member of phenylethanolamines, a secondary amino compound and a member of phenols. It is a conjugate base of a phenylephrine(1+).